2-[(2,5-Dioxopyrrolidin-1-yl)oxy]-N-(2-{[α-D-mannopyranosyl-(1→3)-[α-D-mannopyranosyl-(1→6)]-α-D-mannopyranosyl]oxy}ethyl)-2-oxoethoxy-acetamide O=C1N(C(CC1)=O)OC(COCC(=O)NCCO[C@@H]1[C@@H](O)[C@@H](O[C@@H]2[C@@H](O)[C@@H](O)[C@H](O)[C@H](O2)CO)[C@H](O)[C@H](O1)CO[C@@H]1[C@@H](O)[C@@H](O)[C@H](O)[C@H](O1)CO)=O